NC1=C2N(C(N(C2=NC(=N1)NC1=C(C=C(C=C1)S(=O)(=O)C)F)C1COCC1)=O)C1=CC=C2C=CNC2=C1 6-amino-2-{[2-fluoro-4-(methylsulfonyl)phenyl]amino}-7-(1H-indol-6-yl)-9-(tetrahydro-3-furanyl)-7,9-dihydro-8H-purin-8-one